4-(((3aR,6aS)-5-(6-chloro-1H-indazol-4-yl)hexahydropyrrolo[3,4-c]pyrrol-2(1H)-yl)sulfonyl)benzonitrile ClC1=CC(=C2C=NNC2=C1)N1C[C@@H]2[C@H](C1)CN(C2)S(=O)(=O)C2=CC=C(C#N)C=C2